C1(CC1)C1=NC(=C2N1CCN(C2)C(C)=O)N2CCCC1=CC(=CC=C21)C2=CC(=NC=C2)N2CCOCC2 1-(3-cyclopropyl-1-(6-(2-morpholinopyridin-4-yl)-3,4-dihydroquinolin-1(2H)-yl)-5,6-dihydroimidazo[1,5-a]pyrazin-7(8H)-yl)ethan-1-one